(2R,4R)-1-(3-chloro-2-fluorobenzyl)-2-methyl-4-((6-((5-methyl-1H-pyrazol-3-yl)amino)-3-(trifluoromethyl)pyrazin-2-yl)methyl)piperidine-4-carboxylic acid ClC=1C(=C(CN2[C@@H](C[C@@](CC2)(C(=O)O)CC2=NC(=CN=C2C(F)(F)F)NC2=NNC(=C2)C)C)C=CC1)F